6-(2,6-dichlorophenyl)-2-((3-(hydroxymethyl)-4-(methylpiperazin-1-yl)phenyl)amino)-8,9-dihydroimidazo[1,2-a]pyrimido[5,4-e]pyrimidin-5(6H)-one ClC1=C(C(=CC=C1)Cl)N1C=2N(C3=C(C1=O)C=NC(=N3)NC3=CC(=C(C=C3)N3C(CNCC3)C)CO)CCN2